(rac)-2-[6-amino-5-(trifluoromethyl)pyridin-3-yl]-N-[(3-fluorobicyclo[1.1.1]pentan-1-yl)methyl]-6,7-dihydrospiro[pyrazolo[5,1-c][1,4]oxazine-4,3'-pyrrolidine]-1'-carboxamide NC1=C(C=C(C=N1)C1=NN2C(=C1)[C@@]1(CN(CC1)C(=O)NCC13CC(C1)(C3)F)OCC2)C(F)(F)F |r|